C(#N)C1=CC=C(C=C1)N1N=NC=C1 1-(4-cyanophenyl)-1,2,3-triazole